(nonylphenoxy)-iodine C(CCCCCCCC)C1=C(OI)C=CC=C1